5-bromo-7-(bromomethyl)-2-methyl-oxazolo[4,5-b]pyridine BrC1=CC(=C2C(=N1)N=C(O2)C)CBr